C(C)OC(=O)C=1SC=2CN(CCC2N1)CCO 5-(2-hydroxyethyl)-4,5,6,7-tetrahydrothiazolo[5,4-c]pyridine-2-carboxylic acid ethyl ester